5-(2,7-diazaspiro[3.5]nonan-2-yl)-2-((6-[(4,4-dimethylpiperidin-1-yl)methyl]imidazo[1,2-a]pyridin-2-yl)methyl)-1,2-dihydro-2,7-naphthyridin-1-one C1N(CC12CCNCC2)C2=C1C=CN(C(C1=CN=C2)=O)CC=2N=C1N(C=C(C=C1)CN1CCC(CC1)(C)C)C2